ClC1=C(C=C(C=C1)S(NC1CC1)(=O)=O)C1=C(C(=CC=C1)NC(=O)C1NCC(C1)F)F N-(2'-chloro-5'-(N-cyclopropylsulfamoyl)-2-fluoro-[1,1'-biphenyl]-3-yl)-4-fluoropyrrolidine-2-carboxamide